COC1=NC=2N(C=C1)N=CC2[N+](=O)[O-] 5-methoxy-3-nitropyrazolo[1,5-a]pyrimidine